C(C1=CC=CC=C1)OC1=CC(=NC=2C=CN=C(C12)C#N)C=1N(N=C(C1)C(C)(C)C)C1CCC(CC1)(F)F 4-benzyloxy-2-[5-tert-butyl-2-(4,4-difluorocyclohexyl)pyrazol-3-yl]-1,6-naphthyridine-5-carbonitrile